bromoethoxystyrene BrCCOC=CC1=CC=CC=C1